ethyl propaneimidate C(CC)(OCC)=N